butyl (S)-6-(2-(benzyloxy)-1-cyclopentyl-2-oxoethyl)-2,6-diazaspiro[3.5]nonane-2-carboxylate C(C1=CC=CC=C1)OC([C@H](C1CCCC1)N1CC2(CN(C2)C(=O)OCCCC)CCC1)=O